7-(5-(4-chlorophenyl)-2-phenyloxazol-4-yl)-5-((trimethylsilyl)ethynyl)-1,7-naphthyridin-8(7H)-one ClC1=CC=C(C=C1)C1=C(N=C(O1)C1=CC=CC=C1)N1C=C(C=2C=CC=NC2C1=O)C#C[Si](C)(C)C